OC1=C(C=CC=C1)C=NCCN=CC1=C(C=CC=C1)O N,N'-Bis[(2-hydroxyphenyl)-methylen]-1,2-diaminoethan